4,6-bis(3,5-bis(3-pyridinyl)phenyl)-2-methylpyrimidine N1=CC(=CC=C1)C=1C=C(C=C(C1)C=1C=NC=CC1)C1=NC(=NC(=C1)C1=CC(=CC(=C1)C=1C=NC=CC1)C=1C=NC=CC1)C